OCCCCN1N=C(SC1=O)NC(C1=CN=C(C=C1C1=C(C=CC=C1)OC)C)=O N-(4-(4-Hydroxybutyl)-5-oxo-4,5-dihydro-1,3,4-thiadiazol-2-yl)-4-(2-methoxyphenyl)-6-methylnicotinamide